O[C@H](C(=O)O)CCCCCC\C=C/C=C/CCCCCC (S)-hydroxyoctadeca-9Z,11E-dienoic acid